C1(CC1)C=1N=CN(C1)C=1C(=CC(=C(C1)C1=NC=2C(=NC(=CC2)C2=NN=CN2C(C)C)N1)F)C 2-(5-(4-cyclopropyl-1H-imidazol-1-yl)-2-fluoro-4-methylphenyl)-5-(4-isopropyl-4H-1,2,4-triazol-3-yl)-3H-imidazo[4,5-b]pyridine